6-chloro-N-{3-[2-(4-chloro-3-fluorophenoxy)acetamido]bicyclo[1.1.1]pentan-1-yl}-4-(5-methyl-1,2-oxazole-4-carbonyl)-3,4-dihydro-2H-1,4-benzoxazine-2-carboxamide ClC=1C=CC2=C(N(CC(O2)C(=O)NC23CC(C2)(C3)NC(COC3=CC(=C(C=C3)Cl)F)=O)C(=O)C=3C=NOC3C)C1